(E)-10-Benzylidene-7-chloro-3,3-dimethyl-2,3,4a,9,9a,10-hexahydro-1H-indeno[1,2-c]pyrazolo[1,2-a]pyrazol-1-one C(/C1=CC=CC=C1)=C\1/C2C(N3N1C(CC3(C)C)=O)C=3C=CC(=CC3C2)Cl